C(C)(C)C1=NN(C(=C1)C)CC(=O)N1[C@@H](C=CC1)C1=C(C(=CC=C1)C)C 2-(3-Isopropyl-5-methyl-pyrazol-1-yl)-1-[(2S)-2-(2,3-dimethylphenyl)-2,5-dihydropyrrol-1-yl]ethanone